Tert-butyl 4-((5-fluoro-4-(8-fluoroquinolin-6-yl)pyrimidin-2-yl)amino)piperidine-1-carboxylate FC=1C(=NC(=NC1)NC1CCN(CC1)C(=O)OC(C)(C)C)C=1C=C2C=CC=NC2=C(C1)F